O1CC(C1)N1CCN(CC1)C1=CC=C(C=C1)NC1=NC(=NC=N1)C=1C=CC(=C(C#N)C1)OC1CCOCC1 5-(4-((4-(4-(oxetan-3-yl)piperazin-1-yl)phenyl)amino)-1,3,5-triazinyl)-2-((tetrahydro-2H-pyran-4-yl)oxy)benzonitrile